6E,8E,14E-Hexadecatriene C=CC=C\C=C\CCCCCCCCCC